3-(5-methyl-1,3-thiazol-2-yl)-5-[(3S)-pyrrolidin-3-yloxy]benzoic acid methyl ester COC(C1=CC(=CC(=C1)O[C@@H]1CNCC1)C=1SC(=CN1)C)=O